FC1=CC(=CC2=C1CN(CCO2)C(=O)C2(COC2)C)C(=O)N 6-fluoro-4-[(3-methyloxetan-3-yl)carbonyl]-3,5-dihydro-2H-1,4-benzoxazepine-8-carboxamide